3-Cyclopentyl-7-(1H-pyrazol-5-yl)-N4-(pyridin-2-ylmethyl)quinoline-2,4-diamine C1(CCCC1)C=1C(=NC2=CC(=CC=C2C1NCC1=NC=CC=C1)C1=CC=NN1)N